1-bromo-3-(tert-butyl)-5-methoxy-2-(methoxymethoxy)benzene BrC1=C(C(=CC(=C1)OC)C(C)(C)C)OCOC